OC1=C(OC(=CC1=O)CO)\C=C\C1=CC=C(C=C1)C(F)(F)F (E)-3-Hydroxy-6-(hydroxymethyl)-2-(4-(trifluoromethyl)phenylvinyl)-4H-pyran-4-one